2-ethyl-N-(pyrimidin-4-yl)pyridine-3-sulfonamide C(C)C1=NC=CC=C1S(=O)(=O)NC1=NC=NC=C1